C(C(C)C)OC(C=1C(O)=CC=CC1)=O salicylic acid isobutyl ester